methyl (2S)-2-(7-chloro-1,1-dioxido-3,4-dihydro-2H-benzo[b][1,4,5]oxathiazepin-2-yl)-3-(6-fluoro-2,3-dimethylphenyl)butanoate ClC=1C=CC2=C(OCCN(S2(=O)=O)[C@H](C(=O)OC)C(C)C2=C(C(=CC=C2F)C)C)C1